BrC=1C(C(=CC=2[C@H](CCC3=C(C2C1)C(=C(C(=C3)OC)OC)OC)NC(C)=O)OC)=O (S)-N-(11-bromo-1,2,3,9-tetramethoxy-10-oxo-5,6,7,10-tetrahydrobenzo[a]heptalen-7-yl)acetamide